FC=1C=C(C=CC1C(NC)=O)NC(C(=O)O)(C)C 2-[3-fluoro-4-(methylcarbamoyl)phenylamino]-2-methylpropionic acid